[Pt].N[C@H]1[C@@H](CCCC1)N R,R-1,2-diaminocyclohexane platinum